ethyl 3-(2-((tert-butyldimethylsilyl)oxy)ethyl)isoxazole-5-carboxylate [Si](C)(C)(C(C)(C)C)OCCC1=NOC(=C1)C(=O)OCC